N(=[N+]=[N-])C(CC1=CC=CC=C1)(C1=CC=CC=C1)F 2-azido-2-fluoro-1,2-diphenylethane